tert-butyl 2-chloro-4-fluoro-6-oxo-6,7,8,9,10,11-hexahydro-5H-8,11-epiminocyclohepta[c]quinoline-12-carboxylate ClC=1C=C2C3=C(C(NC2=C(C1)F)=O)CC1CCC3N1C(=O)OC(C)(C)C